C(N)(OCC(NC1=NC=C(C=C1)CNC(C1=CN=C(C=C1)C1=CC(=C(C=C1)N(C(CC)=O)C)C)=O)C(C)(C)C)=O (tert-butyl 2-((5-((6-(3-methyl-4-(N-methylpropionamido) phenyl) nicotinamido) methyl) pyridin-2-yl) amino) ethyl) carbamate